NC1=C2C(=NC=N1)N(N=C2C2=CC=C(C=C2)OC2=CC=CC=C2)C2CCN(CC2)CC2=C(C=NC(=C2)F)N2C(NC(CC2)=O)=O 1-(4-((4-(4-amino-3-(4-phenoxyphenyl)-1H-pyrazolo[3,4-d]pyrimidin-1-yl)piperidin-1-yl)methyl)-6-fluoropyridin-3-yl)dihydropyrimidine-2,4(1H,3H)-dione